O1C(=NC2=C1C=CC=C2)C=2N=C(N(C(C2O)=O)C)C=2N(C1=C(N2)C=CC(=C1)NC(OC(C)(C)C)=O)C1CCC1 tert-butyl N-{2-[4-(1,3-benzoxazol-2-yl)-5-hydroxy-1-methyl-6-oxopyrimidin-2-yl]-3-cyclobutyl-1,3-benzodiazol-5-yl}carbamate